ClCC(=O)C1=C(C=CC=C1)O 2-chloro-1-(2-hydroxyphenyl)ethan-1-one